BrC=1C(=NC(=CN1)Br)C(=O)N 3,6-dibromopyrazine-2-carboxamide